C(C)SC1=C(N)C=CC=C1 2-(Ethylsulfanyl)aniline